6,6'-(6-([1,1'-biphenyl]-4-yl)-1,3,5-triazine-2,4-diyl)bis(3-(allyloxy)phenol) C1(=CC=C(C=C1)C1=NC(=NC(=N1)C1=CC=C(C=C1O)OCC=C)C1=CC=C(C=C1O)OCC=C)C1=CC=CC=C1